FC=1C=C(C=C(C1)F)N1CC(C=2C=C(N=CC2C1)C(=O)O)C(C)C 7-(3,5-difluorophenyl)-5-isopropyl-5,6,7,8-tetrahydro-2,7-naphthyridine-3-carboxylic acid